OC1CN(CC1)C1=CC=C(S1)\C=C/1\C(=NOC1=O)C(F)(F)F (Z)-4-((5-(3-hydroxypyrrolidin-1-yl)thiophen-2-yl)methylene)-3-(trifluoromethyl)isoxazol-5(4H)-one